NCCCC[C@@H](C(COC1=C(C=CC=C1F)F)=O)NC(C1=CC=C(C=C1)F)=O (S)-N-(7-amino-1-(2,6-difluorophenoxy)-2-oxohept-3-yl)-4-fluorobenzamide